C(C1=CC=CC=C1)N1CN([C@H](C1)CO)C(=O)C1[N@@](C1)C(C1=CC=CC=C1)(C1=CC=CC=C1)C1=CC=CC=C1 ((R)-3-benzyl-5-(hydroxymethyl)imidazolidin-1-yl)((R)-1-tritylaziridin-2-yl)methanone